tert-butyl 4-(5-(1,1-dioxidothiomorpholino)-1H-pyrrolo[2,3-b]pyridin-3-yl)piperidine-1-carboxylate O=S1(CCN(CC1)C=1C=C2C(=NC1)NC=C2C2CCN(CC2)C(=O)OC(C)(C)C)=O